NCC=1C=C(C=CC1)C=1C=C(C2=C(C(=CO2)COC2=C(C=CC=C2)CC(=O)OCC)C1)C=1C=NN(C1)CC ethyl 2-(2-((5-(3-(aminomethyl)phenyl)-7-(1-ethyl-1H-pyrazol-4-yl)benzofuran-3-yl)methoxy)phenyl)acetate